ClC=1C=CC=2N=CN=C(C2N1)NC1=C(C(=C(C=C1)OC1=CC=2N(C=C1)N=CN2)C)F 6-chloro-N-(2-fluoro-3-methyl-4-{[1,2,4]triazolo[1,5-a]pyridin-7-yloxy}phenyl)pyrido[3,2-d]pyrimidin-4-amine